N-{[2-fluoro-5-(trifluoromethoxy)phenyl]methyl}-1-(4-{4-[2-(6-methylpyridin-3-yl)acetamido]-1H-1,2,3-triazol-1-yl}butyl)-1H-1,2,3-triazole-4-carboxamide FC1=C(C=C(C=C1)OC(F)(F)F)CNC(=O)C=1N=NN(C1)CCCCN1N=NC(=C1)NC(CC=1C=NC(=CC1)C)=O